2-(3-hydroxyhexadecanoyl)aminooctadecane-1,3-diol OC(CC(=O)NC(CO)C(CCCCCCCCCCCCCCC)O)CCCCCCCCCCCCC